F.NC1=CC=CC=C1 aniline hydrogen fluoride salt